NC[C@@H]1CN(C[C@@H]1F)C1=NC=CC(=N1)NC1=NNC(=C1)C1CC1 2-[(3R,4R)-3-(aminomethyl)-4-fluoro-pyrrolidin-1-yl]-N-(5-cyclopropyl-1H-pyrazol-3-yl)pyrimidin-4-amine